CC(C=CC(=O)N)C 4-methyl-2-pentenamide